CC\C=C/CC1C(C\C=C/CCCCCCCC)O1 6,7-epoxy-(z,z)-3,9-octadecadiene